CC=1N=C(N=NC1C1=CC=C2C(CCO2)=C1O)N[C@H]1CN(CCC1)C1COC1 5-[5-Methyl-3-[[(3R)-1-(oxetan-3-yl)-3-piperidyl]amino]-1,2,4-triazin-6-yl]-2,3-dihydrobenzofuran-4-ol